C(#N)C1=C(C=CC=C1)[C@@H]([C@@H](C)C=1N(C(C(=C(N1)C(=O)NC=1C=NOC1)O)=O)C)C=1C=NN(C1)CCN(C)C 2-((1r,2r)-1-(2-cyanophenyl)-1-(1-(2-(dimethylamino)ethyl)-1H-pyrazol-4-yl)propan-2-yl)-5-hydroxy-N-(isoxazol-4-yl)-1-methyl-6-oxo-1,6-dihydropyrimidine-4-carboxamide